ClC=1C(=C(C=CC1OCC(C)O)C=1C(CC(NN1)=O)C)O 6-[3-chloro-2-hydroxy-4-(2-hydroxypropoxy)phenyl]-5-methyl-4,5-dihydro-2H-pyridazin-3-one